BrC=1C(=C(N)C=CC1C)C 3-bromo-2,4-dimethylaniline